7-Bromo-2-chloro-3-methoxyquinoline BrC1=CC=C2C=C(C(=NC2=C1)Cl)OC